C(C)(=O)OCC=C(CCC=C(C)C)C 3,7-dimethyl-2,6-octadienyl acetate